bis(tri(tert-butyl)phosphine) palladium (0) [Pd].C(C)(C)(C)P(C(C)(C)C)C(C)(C)C.C(C)(C)(C)P(C(C)(C)C)C(C)(C)C